N-(7'-bromo-8'-methoxy-4'H-spiro[cyclopropane-1,5'-naphtho[2,1-d]isoxazol]-3'-yl)-2,6-dimethoxybenzenesulfonamide BrC=1C=C2C3(CC=4C(=NOC4C2=CC1OC)NS(=O)(=O)C1=C(C=CC=C1OC)OC)CC3